C(C)(C)(C)C1N(CCC(C1)C=1C=NN2C1C=CC(=C2)C(NC2CC2)=O)C(=O)OCCCN(C[C@@H](COCC2=CC=CC=C2)O)CC2=CC=CC=C2 3-{benzyl-[(2S)-3-(benzyloxy)-2-hydroxypropyl]amino}propan-1-ol tert-butyl-4-(6-(cyclopropylcarbamoyl)pyrazolo[1,5-a]pyridin-3-yl)piperidine-1-carboxylate